methyl (3R,4R)-4-((E)-2-((tert-butoxycarbonyl)imino)-4,4-diethyl-6-oxotetrahydropyrimidin-1(2H)-yl)-3-(methoxymethyl)chromane-6-carboxylate C(C)(C)(C)OC(=O)\N=C/1\N(C(CC(N1)(CC)CC)=O)[C@@H]1[C@@H](COC2=CC=C(C=C12)C(=O)OC)COC